C1(=CC=C(C=C1)N(C1=CC=C(C=C1)Br)C1=CC=C(C=C1)C1=CC=CC=C1)C1=CC=CC=C1 bis-biphenyl-4-yl-(4-bromo-phenyl)amine